ClC=1C=C2CCCN(C2=C(C1)C1=C2C(=NC=C1)C=C(S2)CO)[C@@H]2C[C@]1(CCCN1C(=O)OC(C)(C)C)CC2 tert-butyl (5s,7s)-7-(6-chloro-8-(2-(hydroxymethyl)thieno[3,2-b]pyridin-7-yl)-3,4-dihydroquinolin-1(2H)-yl)-1-azaspiro[4.4]nonane-1-carboxylate